(R)-1-(3-chloro-5'-fluoro-2'-hydroxy-3'-(5-(3-hydroxy-3-methylpyrrolidin-1-yl)pyridin-3-yl)-[1,1'-biphenyl]-4-yl)-3-methyl-1H-imidazol-2(3H)-one ClC=1C=C(C=CC1N1C(N(C=C1)C)=O)C1=C(C(=CC(=C1)F)C=1C=NC=C(C1)N1C[C@](CC1)(C)O)O